3,9-bis(2,6-di-tert-butyl-4-methylphenoxy)-2,4,8,10-tetraoxa-3,9-diphosphospiro[5.5]undecane C(C)(C)(C)C1=C(OC2(OCC3(CO2)COC(OC3)(P(=O)=O)OC3=C(C=C(C=C3C(C)(C)C)C)C(C)(C)C)P(=O)=O)C(=CC(=C1)C)C(C)(C)C